ClC1=C(C=NN(C1=O)C1CCN(CC1)S(N(C(F)F)C1=C(C=C(C=C1)C#N)F)(=O)=O)NC[C@H]1N(CCOC1)C(=O)OC(C)(C)C 1,1-dimethylethyl (3R)-3-[[[5-chloro-1-[1-[(4-cyano-2-fluoro-phenyl)-(difluoromethyl)sulfamoyl]-4-piperidyl]-6-oxo-pyridazin-4-yl]amino]methyl]morpholine-4-carboxylate